C1(=CC=CC=C1)[C@H]([C@H]1CNC2=CC=CN=C2C1)NCCC=1C=C(C=CC1)CC(=O)O [3-[2-[[(S)-phenyl-[(3R)-1,2,3,4-tetrahydro-1,5-naphthyridin-3-yl]methyl]amino]ethyl]phenyl]acetic acid